ammonium nitrate Potassium [K].[N+](=O)([O-])[O-].[NH4+]